dodeca-8,10-dien-1-ol C(CCCCCCC=CC=CC)O